O[C@H]1[C@](N(CC1)C(=O)C1=CC(=C2N1CCC1=CC(=C(C=C21)C=2N=NN(N2)C)OC)CCC)(C#N)C |o1:1,2| rel-(2R,3R)-3-hydroxy-1-[8-methoxy-9-(2-methyltetrazol-5-yl)-1-propyl-5,6-dihydropyrrolo[2,1-a]isoquinoline-3-carbonyl]-2-methyl-pyrrolidine-2-carbonitrile